2-(2-fluoro-3-methoxyphenyl)-5-(1H-pyrrolo[2,3-b]pyridin-4-yl)-1H-pyrrole-3-carboxamide FC1=C(C=CC=C1OC)C=1NC(=CC1C(=O)N)C1=C2C(=NC=C1)NC=C2